3-fluoro-4-hexyloxy-benzaldehyde FC=1C=C(C=O)C=CC1OCCCCCC